Methyl 2-methylquinoline-7-carboxylate CC1=NC2=CC(=CC=C2C=C1)C(=O)OC